C(C)(C)(C)OC1=CC=C(C=C1)C=1N=NN(C1)[C@H](C(=O)N1[C@@H](C[C@H](C1)O)C(=O)NC)C(C)(C)C (2S,4r)-1-[(2S)-2-[4-(4-tert-butoxyphenyl)triazol-1-yl]-3,3-dimethyl-butyryl]-4-hydroxy-N-methyl-pyrrolidine-2-carboxamide